ClC=1N=C2C(=NC1)NC=C2C2=NC(=C(C(=N2)N[C@@H]2[C@H](C1CCC2CC1)C(=O)OCCCCCCC)F)C=1SC=CC1 (2S,3S)-heptyl 3-((2-(2-chloro-5H-pyrrolo[2,3-b]pyrazin-7-yl)-5-fluoro-6-(thiophen-2-yl)pyrimidin-4-yl)amino)bicyclo[2.2.2]octane-2-carboxylate